benzyl (2-(2-(((1R,5S,6s)-3-(7-bromo-2-methylpyrazolo[1,5-a]pyridine-5-carbonyl)-3-azabicyclo[3.1.0]hexan-6-yl)oxy)-6-(4-fluorophenyl)pyridin-4-yl)propan-2-yl)carbamate BrC1=CC(=CC=2N1N=C(C2)C)C(=O)N2C[C@@H]1C([C@@H]1C2)OC2=NC(=CC(=C2)C(C)(C)NC(OCC2=CC=CC=C2)=O)C2=CC=C(C=C2)F